o-pyrazolyl-phenyl-propenol N1N=C(C=C1)C1=C(C=CC=C1)C(=CC)O